S1C=NC2=C1C=CC(=C2)C2=CN=C(N2)C2CN1C(CC3(CC3)[C@H]1C1=C2C=2C(=C(C=NC1)Cl)C(=CC(C2)=O)F)=O |o1:22| (S*)-12-(5-(benzo[d]thiazol-5-yl)-1H-imidazol-2-yl)-7-chloro-8-fluoro-13,14-dihydro-2H-spiro[benzo[5,6]azocino[4,3-g]indolizine-3,1'-cyclopropane]-1,10(4H,12H)-dione